COC1=NC(=CC(=C1C=1C(=NC(=CC1P(C1=CC(=CC(=C1)C)C)C1=CC(=CC(=C1)C)C)OC)OC)P(C1=CC(=CC(=C1)C)C)C1=CC(=CC(=C1)C)C)OC (S)-2,2',6,6'-tetramethoxy-4,4'-bis(di[3,5-xylyl]phosphino)-3,3'-bipyridine